C[C@H]1N([C@@H](COC1)C)C(=O)C1=C(C=CC(=C1)F)C1=C2C=NN(C2=CC(=C1)C(CCC[C@@H](CCC1OCCO1)C(C)C)CC)C 4-{2-[(3R,5R)-3,5-dimethylmorpholine-4-carbonyl]-4-fluorophenyl}-6-{1-[(3S)-1-(dioxolan-2-yl)-4-methylpentan-3-yl]methylpentan-3-yl}-1-methyl-1H-indazole